1-(2-chlorophenyl)-7-(1,1-difluoroethyl)-4-(((1S,2S)-2-hydroxycyclobutyl)-amino)quinazolin-2(1H)-one ClC1=C(C=CC=C1)N1C(N=C(C2=CC=C(C=C12)C(C)(F)F)N[C@@H]1[C@H](CC1)O)=O